2,2-bis(4-hydroxy-3-tolyl)propane tert-butyl-(1R,5S)-3-(4,6-dichloro-1,3,5-triazin-2-yl)-3,8-diazabicyclo[3.2.1]octane-8-carboxylate C(C)(C)(C)OC(=O)N1[C@H]2CN(C[C@@H]1CC2)C2=NC(=NC(=N2)Cl)Cl.OC2=C(C=C(C=C2)C)C(C)(C)C=2C=C(C=CC2O)C